2-chloro-4-[[4-[[(1S)-2-hydroxy-1-phenyl-ethyl]amino]-5-oxazol-2-yl-pyrimidin-2-yl]amino]benzamide ClC1=C(C(=O)N)C=CC(=C1)NC1=NC=C(C(=N1)N[C@H](CO)C1=CC=CC=C1)C=1OC=CN1